[Na].F[P-](F)(F)(F)(F)F.C(CCC)N1C=[N+](C=C1)C 1-butyl-3-methylimidazolium hexafluorophosphate sodium